ClC=1C=C(CN2C(=CC3=C(C=CC=C23)N2CCN(CC2)C)C(F)(F)F)C=CC1 1-(3-chlorobenzyl)-4-(4-methylpiperazin-1-yl)-2-(trifluoromethyl)-1H-indole